C(C)O[Si](OCC)(OCC)OCC Tetraethoxysilan